1-amyl-2,4-cyclopentadiene C(CCCC)C1C=CC=C1